ClC1=CC=C2C(=C(NC2=C1Cl)C1=NC(=NN1)CC(F)(F)F)C=1C=NNC1 6,7-dichloro-3-(1H-pyrazol-4-yl)-2-(3-(2,2,2-trifluoroethyl)-1H-1,2,4-triazol-5-yl)-1H-indole